C(=O)O[N+](=[N-])OC=O diazo diformate